C(C)OC(=O)C1=NC(=NC(=C1F)NC1=NNC(=C1)C)N(C1C2CC3CC(CC1C3)(C2)O)C ethyl-5-fluoro-6-[(5-methyl-1H-pyrazol-3-yl)amino]-2-(methyl[5-hydroxyadamantan-2-yl]amino)pyrimidine-4-carboxylate